ethyl-3-ethoxy-2-cyanoacrylate C(C)OC(C(=COCC)C#N)=O